ClC1=CC=C(C=N1)CN1C(C=CC=C1)NC(C(F)F)=O N-[1-[(6-chloro-3-pyridinyl)methyl]-2-pyridinyl]-2,2-difluoroacetamide